1,3-di(tert-butylperoxy)diisopropylbenzene C(C)(C)(C)OOC1=CC(=C(C=C1C(C)C)C(C)C)OOC(C)(C)C